(R)-5-(2-chloro-5-(isobutyramidomethyl)benzamido)-1-methyl-N-(1-(4-(trifluoromethoxy)phenyl)ethyl)-1H-indole-2-carboxamide ClC1=C(C(=O)NC=2C=C3C=C(N(C3=CC2)C)C(=O)N[C@H](C)C2=CC=C(C=C2)OC(F)(F)F)C=C(C=C1)CNC(C(C)C)=O